(2R)-3-(((2,3-bis((3-(isobutylamino)propanoyl)oxy)propoxy)(hydroxy)-phosphoryl)oxy)propane-1,2-diyl ditetradecanoate dihydrochloride Cl.Cl.C(CCCCCCCCCCCCC)(=O)OC[C@H](COP(=O)(O)OCC(COC(CCNCC(C)C)=O)OC(CCNCC(C)C)=O)OC(CCCCCCCCCCCCC)=O